FC=1C=C2C(=CNC2=CC1)CCN1CCCC1 [2-(5-fluoro-1H-indol-3-yl)ethyl]pyrrolidin